NC=1C(=NN(C1)CC1(CC1)CF)C#CC1=C(C(=CC(=C1F)OC)OC)F 4-amino-3-((2,6-difluoro-3,5-dimethoxyphenyl)ethynyl)-N-((1-(fluoromethyl)cyclopropyl)methyl)-1H-pyrazole